(3-bromo-4-fluoro-1,2-phenylene)dimethanol BrC=1C(=C(C=CC1F)CO)CO